COC1=C(C=CC(=C1)S(=O)(=O)C)NCC#CC=1N(C=2C=CC=C(C2C1)NC1CCC(CC1)N1CCC(CC1)C(F)(F)F)CC(F)(F)F 2-(3-((2-methoxy-4-(methylsulfonyl)phenyl)amino)prop-1-yn-1-yl)-1-(2,2,2-trifluoro-ethyl)-N-((1S,4S)-4-(4-(trifluoromethyl)piperidin-1-yl)cyclohexyl)-1H-indol-4-amine